tert-butyl 2-(2-(4-((3R,5R)-5-((6-bromo-5-oxo-5H-thiazolo[3,2-a]pyrimidin-7-yl)amino)-1-methylpiperidin-3-yl)phenoxy)ethyl)-2,7-diazaspiro[3.5]nonane-7-carboxylate BrC1=C(N=C2N(C1=O)C=CS2)N[C@@H]2C[C@@H](CN(C2)C)C2=CC=C(OCCN1CC3(C1)CCN(CC3)C(=O)OC(C)(C)C)C=C2